C(C)(C)NC(O[C@H]1C[C@H](CC1)C=1NN=C(C1)NC(=O)C=1N(N=C(C1)C1=C(C(=CC=C1)C#C[Si](C)(C)C)C=O)C)=O (1R,3S)-3-[5-(5-{2-formyl-3-[2-(trimethylsilyl)ethynyl]phenyl}-2-methylpyrazole-3-amido)-2H-pyrazol-3-yl]cyclopentyl N-isopropylcarbamate